C(C1=CC=CC=C1)N1C=C(C(C2=CC=CC=C12)=O)C#N 1-benzyl-4-oxo-1,4-dihydroquinoline-3-carbonitril